2,2-dimethyl-N-(cis-1-methyl-3-phenylpiperidin-4-yl)-3-((3-(trifluoromethoxy)pyridin-2-yl)oxy)propanamide CC(C(=O)N[C@@H]1[C@@H](CN(CC1)C)C1=CC=CC=C1)(COC1=NC=CC=C1OC(F)(F)F)C